Tert-butyl 4-(3-(3-(4-methoxybenzyl)-2,4-dioxotetrahydropyrimidin-1(2H)-yl)imidazo[1,2-a]pyridin-8-yl)-5,6-dihydropyridine-1(2H)-carboxylate COC1=CC=C(CN2C(N(CCC2=O)C2=CN=C3N2C=CC=C3C3=CCN(CC3)C(=O)OC(C)(C)C)=O)C=C1